C1=CC=C(C=2SC3=C(C21)C=CC=C3)C=3C=C(C=CC3)C3=CC(=CC=C3)C3=CC=CC2=C3C=CO2 4-[3'-(dibenzothiophene-4-yl)biphenyl-3-yl]Benzofuran